CN1N=C(C=C1C(=O)N[C@H](C)C1=NC(=NO1)C1=CC(=NC=C1)N1CCCCC1)C(F)(F)F (R)-1-methyl-N-(1-(3-(2-(piperidin-1-yl)pyridin-4-yl)-1,2,4-oxadiazol-5-yl)ethyl)-3-(trifluoromethyl)-1H-pyrazole-5-carboxamide